OC=1C(=CC(=NC1)C)C=1N=C(NC1)C(=O)C1CC12NCCC(C2)C(=O)NC2CCC(CC2)(C(F)(F)F)O (4-(5-hydroxy-2-methylpyridin-4-yl)-1H-imidazole-2-carbonyl)-N-((1r,4r)-4-hydroxy-4-(trifluoromethyl)cyclohexyl)-4-azaspiro[2.5]octane-7-carboxamide